6-(((4-(thien-2-yl)-6-(trifluoromethyl)pyrimidin-2-yl)sulfinyl)methyl)quinoline S1C(=CC=C1)C1=NC(=NC(=C1)C(F)(F)F)S(=O)CC=1C=C2C=CC=NC2=CC1